C1=CC=C(C=C1)[N+]2=CC=CC=C2.[I-] phenylpyridinium Iodide